2-bromo-1-(methoxymethoxy)-4-nitrobenzene BrC1=C(C=CC(=C1)[N+](=O)[O-])OCOC